N-(1-(3-fluorophenyl)cyclobutyl)pyrimidin-2-amine FC=1C=C(C=CC1)C1(CCC1)NC1=NC=CC=N1